NC(=O)C1=CC=CC2=CN(N=C12)C1C[NH+](CCC1)C(C)C 3-[7-(aminocarbonyl)-2H-indazole-2-yl]-1-isopropylpiperidinium